3-oxo-1,2-benziodoxole-1(3H)-carbonitrile O=C1OI(C2=C1C=CC=C2)C#N